FC1=CC=C(C2=C1OCO2)C2=C(NC=1N=C(N=C(C12)C)N)C 5-(7-Fluoro-1,3-benzodioxol-4-yl)-4,6-dimethyl-7H-pyrrolo[2,3-d]pyrimidin-2-Amin